Kalium Sorbate C(\C=C\C=C\C)(=O)[O-].[K+]